benzyl 4-(((S)-1-(((S)-1-(benzylthio)-1-oxo-3-((S)-2-oxopyrrolidin-3-yl)propan-2-yl)amino)-3-methyl-1-oxobutan-2-yl)carbamoyl)piperidine-1-carboxylate C(C1=CC=CC=C1)SC([C@H](C[C@H]1C(NCC1)=O)NC([C@H](C(C)C)NC(=O)C1CCN(CC1)C(=O)OCC1=CC=CC=C1)=O)=O